(1-(4-iodophenyl)-4-methyl-1H-1,2,3-triazol-5-yl)methanol IC1=CC=C(C=C1)N1N=NC(=C1CO)C